5-((5-(2-fluoro-5-((6-fluoro-4-methyl-1H-indol-5-yl)oxy)phenyl)-4H-1,2,4-triazol-3-yl)methyl)-1H-indole-2-carboxylic acid FC1=C(C=C(C=C1)OC=1C(=C2C=CNC2=CC1F)C)C=1NC(=NN1)CC=1C=C2C=C(NC2=CC1)C(=O)O